FC(OC1=CC(=NN1)NC1=CN=CC(=N1)OC1CCN(CC1)C(=O)OC(C)(C)C)F tert-butyl 4-((6-((5-(difluoromethoxy)-1H-pyrazol-3-yl)amino)pyrazin-2-yl)oxy)piperidine-1-carboxylate